(3-(4,4-bis(methoxymethyl)-cyclohexyl)-2-((methyl(2-(methylamino)ethyl)amino)-methyl)-6,7-dihydropyrazolo-[1,5-a]pyrazin-5(4H)-yl)(4,4-difluorocyclohexyl)-methanone COCC1(CCC(CC1)C=1C(=NN2C1CN(CC2)C(=O)C2CCC(CC2)(F)F)CN(CCNC)C)COC